FC=1C=C(C=CC1)C1=NOC(C1)(C(=O)N[C@@H]1C[C@@H](OC1)C(=O)OC(C)C)C |o1:15,17| Isopropyl rel-(2R,4R)-4-[[3-(3-fluorophenyl)-5-methyl-4H-isoxazole-5-carbonyl] amino]tetrahydrofuran-2-carboxylate